5-(5-(4-(3-(2,6-Dioxopiperidin-3-yl)phenyl)-[1,4'-bipiperidin]-1'-yl)pentyl)-2-((S)-1-(3-ethoxy-4-methoxyphenyl)-2-(methylsulfonyl)ethyl)isoindoline-1,3-dione O=C1NC(CCC1C=1C=C(C=CC1)C1CCN(CC1)C1CCN(CC1)CCCCCC=1C=C2C(N(C(C2=CC1)=O)[C@H](CS(=O)(=O)C)C1=CC(=C(C=C1)OC)OCC)=O)=O